(3S)-3-({N-[(4-methoxy-1H-indol-2-yl)carbonyl]-L-leucyl}amino)-2-oxo-4-[(3S)-2-oxopyrrolidin-3-yl]butyl (2S)-2-methylbutanoate C[C@H](C(=O)OCC([C@H](C[C@H]1C(NCC1)=O)NC([C@@H](NC(=O)C=1NC2=CC=CC(=C2C1)OC)CC(C)C)=O)=O)CC